C(C)(C)C1=NC(=CC(=C1)N1CC2(COC2)C1)N1N=CC=2C(=NC(=CC21)C=2C=NC=CC2OC)C 6-(2-Isopropyl-6-(6-(4-methoxypyridin-3-yl)-4-methyl-1H-pyrazolo[4,3-c]pyridin-1-yl)pyridin-4-yl)-2-oxa-6-azaspiro[3.3]heptane